OCCOCCNC(=O)C1=CC2=C(N(C(=N2)NC=2SC=3C(=NC=CN3)N2)C)C=C1 N-(2-(2-hydroxyethoxy)ethyl)-1-methyl-2-(thiazolo[4,5-b]pyrazin-2-ylamino)-1H-benzo[d]imidazole-5-carboxamide